ClC1=CNC=2N=C(N=C(C21)OC[C@H]2CN(C[C@@H]2OC)C(C(=C)CO)=O)NC=2C=NN(C2)C 1-((3R,4R)-3-(((5-chloro-2-((1-methyl-1H-pyrazol-4-yl)amino)-7H-pyrrolo[2,3-d]pyrimidin-4-yl)oxy)methyl)-4-methoxypyrrolidin-1-yl)-2-(hydroxymethyl)prop-2-en-1-one